ClC1=C(C=CC(=C1NC=1C(=C2C(N(C=NC2=CC1)C)=O)F)F)N1CC(CC1)F N-(2-chloro-4-fluoro-3-((5-fluoro-3-methyl-4-oxo-3,4-dihydroquinazolin-6-yl)Amino)phenyl)-3-fluoropyrrolidine